3-bromo-2-(bromomethyl)-N-[cis-3-(trifluoromethoxy)cyclobutyl]pyrazolo[1,5-a]pyrimidine-7-carboxamide BrC=1C(=NN2C1N=CC=C2C(=O)N[C@@H]2C[C@@H](C2)OC(F)(F)F)CBr